N1-(1H-pyrazol-3-yl)ethane-1,2-diamine N1N=C(C=C1)NCCN